BrC=1C=C(C=CC1)CC(C(=O)O)(C)C 3-(3-bromophenyl)-2,2-dimethylpropionic acid